C(CC(O)(C(=O)[O-])CC(=O)[O-])(=O)[O-].[Mn+3] manganic citrate